2'-chloro-N-(5-(1-isopropyl-1H-pyrazole-4-carbonyl)-5,6-dihydro-4H-pyrrolo[3,4-d]thiazol-2-yl)-5'-methoxy-6-methyl-[4,4'-bipyridine]-3-carboxamide ClC1=NC=C(C(=C1)C1=C(C=NC(=C1)C)C(=O)NC=1SC2=C(N1)CN(C2)C(=O)C=2C=NN(C2)C(C)C)OC